[NH4+].[NH4+].[Ti+4] Titanium bisammonium